ClC=1C=C2C(=C(C=NC2=CC1)C1CCOCC1)NC1=C(C(=O)O)C=C(C=C1)F 2-[(6-chloro-3-tetrahydropyran-4-yl-4-quinolinyl)amino]-5-fluoro-benzoic acid